[Cr].[Cu].[W] tungsten-copper-chromium